(5-(3-cyano-7-(1-methyl-1H-pyrazol-4-yl)imidazo[1,2-a]pyridin-5-yl)pyridin-2-yl)acrylamide Guanosine-5'-diphosphate sodium salt [Na+].P([O-])(=O)(OP(=O)([O-])[O-])OC[C@@H]1[C@H]([C@H]([C@@H](O1)N1C=NC=2C(=O)NC(N)=NC12)O)O.C(#N)C1=CN=C2N1C(=CC(=C2)C=2C=NN(C2)C)C=2C=CC(=NC2)C(C(=O)N)=C.[Na+].[Na+]